C(C#C)NC(=O)C1CNCC1 N-(prop-2-yn-1-yl)pyrrolidine-3-carboxamide